C1(CCCC1)C(CC(C(=O)OC)=O)=O Methyl 4-cyclopentyl-2,4-dioxobutanoate